[At]N(C(=N)N)CC1=CC=CC=C1 astato-benzylguanidine